3-methyl-5-(4-{[(3R)-1-methylpiperidin-3-yl]amino}phthalazin-1-yl)pyridin-4-ol CC=1C=NC=C(C1O)C1=NN=C(C2=CC=CC=C12)N[C@H]1CN(CCC1)C